FC(CN1N=C(C=C1)COC1=CC=CC(=N1)C1=CC(=C(CC2=NC3=C(N2C[C@H]2OCC2)C=C(C=C3)C(=O)O)C=C1F)F)F (S)-2-(4-(6-((1-(2,2-difluoroethyl)-1H-pyrazol-3-yl)methoxy)pyridin-2-yl)-2,5-difluorobenzyl)-1-(oxetan-2-ylmethyl)-1H-benzo[d]imidazole-6-carboxylic acid